C(CCCCCCCCCCCCCCCCCCCCCCCCCCCCC)(=O)OCCC propyl n-triacontanoate